tris(3,5-di-tert-butyl-4-hydroxybenzyl)ammonium Methyl-4-(1-(6-(2,4-dioxo-1,2,3,4-tetrahydropyrimidin-5-yl)imidazo[1,2-b]pyridazin-8-yl)pyrrolidin-3-yl)benzoate COC(C1=CC=C(C=C1)C1CN(CC1)C=1C=2N(N=C(C1)C=1C(NC(NC1)=O)=O)C=CN2)=O.C(C)(C)(C)C=2C=C(C[NH+](CC1=CC(=C(C(=C1)C(C)(C)C)O)C(C)(C)C)CC1=CC(=C(C(=C1)C(C)(C)C)O)C(C)(C)C)C=C(C2O)C(C)(C)C